5-(3-((3,3-dimethyltetrahydro-2H-pyran-4-yl)amino)-5-methyl-1,2,4-triazine-6-yl)benzothiophene-4-ol CC1(COCCC1NC=1N=NC(=C(N1)C)C1=CC=C2C(C=CS2)=C1O)C